N-[5-[5-methyl-3-[[(2R)-4-methylmorpholin-2-yl]methoxy]isoxazol-4-yl]pyrazolo[1,5-a]pyridin-2-yl]cyclopropanecarboxamide CC1=C(C(=NO1)OC[C@H]1CN(CCO1)C)C1=CC=2N(C=C1)N=C(C2)NC(=O)C2CC2